Anthraquinone-1,4,5,8-tetraol C1(=CC=C(C=2C(C=3C(=CC=C(C3C(C12)=O)O)O)=O)O)O